(2-((2-chloroquinazolin-4-yl)amino)phenyl)dimethylphosphine oxide ClC1=NC2=CC=CC=C2C(=N1)NC1=C(C=CC=C1)P(C)(C)=O